tert-butyl-3-((1H-pyrrolo[2,3-b]pyridin-5-yl)oxy)-4'-(3,3-dimethyl-2-oxo-5-phenylpyrrolidin-1-yl)-[1,1'-biphenyl] C(C)(C)(C)C1=C(C=CC=C1OC=1C=C2C(=NC1)NC=C2)C2=CC=C(C=C2)N2C(C(CC2C2=CC=CC=C2)(C)C)=O